(tolylthio)iodonium tetrakis(pentafluorophenyl)borate FC1=C(C(=C(C(=C1[B-](C1=C(C(=C(C(=C1F)F)F)F)F)(C1=C(C(=C(C(=C1F)F)F)F)F)C1=C(C(=C(C(=C1F)F)F)F)F)F)F)F)F.C1(=C(C=CC=C1)S[IH+])C